C(C=C)(=O)NC(CS(=O)(=O)[O-])(C)C.[Na+] sodium 2-acrylamido-2-methylpropane-sulfonate